6-bromo-3-hydroxypyrazine BrC1=CN=C(C=N1)O